methyl 2-(5-(((R)-1-(tert-butoxycarbonyl)pyrrolidin-3-yl)(methyl)amino)pentyl)-3,4-dihydro-1,8-naphthyridine-1(2H)-carboxylate C(C)(C)(C)OC(=O)N1C[C@@H](CC1)N(CCCCCC1N(C2=NC=CC=C2CC1)C(=O)OC)C